Selenoniocystine [SeH2+]C([C@@H](C(=O)O)N)SSC[C@@H](C(=O)O)N